tert-butyl 4-(3-chlorothieno[3,2-c]pyridazin-6-yl)piperidine-1-carboxylate ClC1=CC2=C(N=N1)C=C(S2)C2CCN(CC2)C(=O)OC(C)(C)C